ClC(C=CF)(C(F)(F)F)Cl 3,3-dichloro-1,4,4,4-tetrafluoro-1-butene